FC1(OC2=C(O1)C=CC(=C2)[C@H](C)OC=2C=C(C=NC2)N2N=C(C=1CCC[C@H](C21)CN2CCC(CC2)C(=O)O)C(F)(F)F)F 1-[[(7S)-1-[5-[(1S)-1-(2,2-difluoro-1,3-benzodioxol-5-yl)ethoxy]-3-pyridyl]-3-(trifluoromethyl)-4,5,6,7-tetrahydroindazol-7-yl]methyl]piperidine-4-carboxylic acid